Fmoc-[2-aminobutyric acid] C(=O)(OCC1C2=CC=CC=C2C2=CC=CC=C12)C(C(=O)O)(CC)N